silicon-manganese dioxide [O-2].[O-2].[Mn+2].[Si+4]